CC1(C(NC=2C1=NC=C(C2)C2=CC=CC=C2)=O)C 3,3-dimethyl-6-phenyl-1h,2h,3h-pyrrolo[3,2-b]pyridin-2-one